BrC1=CC(=C(C=C1)C(C)(C)O)OC 2-(4-bromo-2-methoxyphenyl)propan-2-ol